COC1=C(C=CC=C1)C12C(OCCN1)CCCC2 4a-(2-methoxyphenyl)octahydro-2H-benzo[b][1,4]oxazine